2-(3-(1-((1s,3s)-3-aminocyclobutyl)vinyl)-1,2,4-triazin-6-yl)-5-(1H-imidazol-1-yl)phenol NC1CC(C1)C(=C)C=1N=NC(=CN1)C1=C(C=C(C=C1)N1C=NC=C1)O